2-(2-(4-bromo-1-(tetrahydro-2H-pyran-2-yl)-1,5,6,7-tetrahydrocyclopenta[f]indazol-5-yl)ethoxy)acetic acid BrC1=C2C=NN(C2=CC2=C1C(CC2)CCOCC(=O)O)C2OCCCC2